COC(CN1C(NC2=C1C=CC(=C2)[N+](=O)[O-])=O)OC 1-(2,2-dimethoxyethyl)-5-nitro-1,3-dihydro-2H-benzo[d]imidazol-2-one